CC(CC)(CCC=C(CCCC(C)C)C)O 3,7,11-trimethyldodec-6-en-3-ol